4-(4-fluoro-1-isopropyl-2-methoxy-1H-benzo[d]Imidazol-6-yl)-N-(4-fluoro-2-methoxy-5-nitrophenyl)pyrimidin-2-amine FC1=CC(=CC=2N(C(=NC21)OC)C(C)C)C2=NC(=NC=C2)NC2=C(C=C(C(=C2)[N+](=O)[O-])F)OC